CC([C@H](C)NC(CCCC#CC=1C=NC(=NC1)S(=O)(=O)C)=O)C (S)-3-methyl-2-(6-(2-(methylsulfonyl)pyrimidin-5-yl)hex-5-ynamido)butane